tris-((1-benzyl-1H-1,2,3-triazol-4-yl)methyl)amine C(C1=CC=CC=C1)N1N=NC(=C1)CN(CC=1N=NN(C1)CC1=CC=CC=C1)CC=1N=NN(C1)CC1=CC=CC=C1